N-(4-((2,2-difluorocyclopentyl)oxy)-3-fluorophenyl)-2-(6-azaspiro[3.4]octan-6-yl)-5-(2,2,2-trifluoroethyl)oxazole-4-carboxamide FC1(C(CCC1)OC1=C(C=C(C=C1)NC(=O)C=1N=C(OC1CC(F)(F)F)N1CC2(CCC2)CC1)F)F